2-(2-(((2S,4R)-4-hydroxy-1-(3-methyl-2-(3-methylisoxazol-5-yl)butanoyl)pyrrolidine-2-carboxamido)methyl)-5-(4-methylthiazol-5-yl)phenoxy)acetic acid O[C@@H]1C[C@H](N(C1)C(C(C(C)C)C1=CC(=NO1)C)=O)C(=O)NCC1=C(OCC(=O)O)C=C(C=C1)C1=C(N=CS1)C